C1=C[C@@H]([C@H](C(=C1)C(=O)O)O)O The molecule is the (2S,3S)-diastereomer of 2,3-dihydroxy-2,3-dihydrobenzoic acid. It is a conjugate acid of a (2S,3S)-2,3-dihydroxy-2,3-dihydrobenzoate. It is an enantiomer of a (2R,3R)-2,3-dihydroxy-2,3-dihydrobenzoic acid.